N[C@H]1[C@@H]2N(C[C@H]1CC2)C(=O)C2=CC1=C(N(C(=N1)C=1N(C3=C(C=CC=C3C1)C1=CC=C3CNC(C3=C1)=O)CC1CC1)C)C(=C2)OC 6-(2-{5-[(1R,4R,7R)-7-amino-2-azabicyclo[2.2.1]heptane-2-carbonyl]-7-methoxy-1-methyl-1H-1,3-benzodiazol-2-yl}-1-(cyclopropylmethyl)-1H-indol-7-yl)-2,3-dihydro-1H-isoindol-1-one